COC1=NC=CC=C1C=1C=C2C(=CN(C=C2)CC=2OC3=C(N2)C=C(C=C3)C)N1 2-[[2-(2-methoxy-3-pyridinyl)pyrrolo[2,3-c]pyridin-6-yl]methyl]-5-methyl-1,3-benzoxazole